C1(CC1)C=1OC2=C(N1)C=C(C(=C2C)OC)[N+](=O)[O-] 2-cyclopropyl-6-methoxy-7-methyl-5-nitrobenzo[d]oxazole